ClC=1C=C2C(=CC=NC2=CC1C#CC1=NN(C(=C1C(=O)N)NC)[C@@H]1CN([C@H](C1)COC)C(C=C)=O)C 3-[2-(6-chloro-4-methylquinolin-7-yl)ethynyl]-1-[(3s,5r)-5-(methoxymethyl)-1-(prop-2-enoyl)pyrrolidin-3-yl]-5-(methylamino)pyrazole-4-carboxamide